(R)-1-((2-(2'-Chloro-3'-(3-(((S)-3-hydroxypyrrolidin-1-yl)methyl)-1,7-naphthyridin-8-ylamino)-2-methylbiphenyl-3-yl)-7-cyanobenzo[d]oxazol-5-yl)methyl)-3-methylpyrrolidin ClC1=C(C=CC=C1NC=1N=CC=C2C=C(C=NC12)CN1C[C@H](CC1)O)C1=C(C(=CC=C1)C=1OC2=C(N1)C=C(C=C2C#N)CN2C[C@@H](CC2)C)C